(S)-2-ethyl-4-((1R,3R)-3-(1-isopropyl-3-(2-(trifluoromethyl)pyrimidin-5-yl)-1H-1,2,4-triazol-5-yl)cyclopentyl)morpholine C(C)[C@H]1CN(CCO1)[C@H]1C[C@@H](CC1)C1=NC(=NN1C(C)C)C=1C=NC(=NC1)C(F)(F)F